ClC=1C=C(C(=NC1)N)\C=C\C1=CC(=C(C=C1)OCC1=CC=C(C=C1)OC)OC (E)-5-chloro-3-(3-methoxy-4-((4-methoxybenzyl)oxy)styryl)pyridin-2-amine